6-(4-aminobutyl)-N-(5-((4-chlorobenzyl)oxy)-1,3,4-thiadiazol-2-yl)-4-(2-methoxyphenyl)nicotinamide NCCCCC1=NC=C(C(=O)NC=2SC(=NN2)OCC2=CC=C(C=C2)Cl)C(=C1)C1=C(C=CC=C1)OC